5-((5-(3,4-difluorophenyl)pyridin-3-yl)oxy)-2-(3-(methylsulfonyl)-3-azaspiro[5.5]undec-8-en-9-yl)benzonitrile FC=1C=C(C=CC1F)C=1C=C(C=NC1)OC=1C=CC(=C(C#N)C1)C1=CCC2(CCN(CC2)S(=O)(=O)C)CC1